C1(CC1)C1=C(C=NN1C)C(=O)N1CC=2C(CC1)=C(N(N2)C)C2=CC=CC=C2 (5-cyclopropyl-1-methyl-1H-pyrazol-4-yl)(2-methyl-3-phenyl-2,4,5,7-tetrahydro-6H-pyrazolo[3,4-c]pyridin-6-yl)methanone